2-methylpropan-2-yl{[(7R)-5-[5-({[1-(2,6-difluorophenyl)-6-oxo-1,2-diazin-3-yl]carbonyl}amino)-1-(prop-2-yl)benzo[d][1,2,3]triazol-4-yl]-5-azaspiro[2.4]heptan-7-yl]amino}methanoate CC(C)(C)OC(=O)N[C@H]1CN(CC12CC2)C2=C(C=CC=1N(N=NC12)C(C)C)NC(=O)C1=NN(C(C=C1)=O)C1=C(C=CC=C1F)F